(S)-N-(3-(1,1-dioxidothiomorpholino)bicyclo[1.1.1]pentan-1-yl)-1-(4-fluorophenyl)-3,4-dihydroisoquinoline O=S1(CCN(CC1)C12CC(C1)(C2)N2[C@H](C1=CC=CC=C1CC2)C2=CC=C(C=C2)F)=O